(S)-1-(pyrimidin-2-yl)-N-((5-(trifluoromethyl)pyridin-2-yl)methyl)ethan-1-amine N1=C(N=CC=C1)[C@H](C)NCC1=NC=C(C=C1)C(F)(F)F